FC=1C(=CC=C(C(=O)O)C1)OC 5-fluoro-4-methoxybenzoic acid